(S)-1-ethyl-6-((4-((2-hydroxy-1-phenylethyl)amino)-5-(3,8-dioxa-1-azaspiro[4.5]dec-1-en-2-yl)pyridin-2-yl)amino)-1,2-dihydro-3H-pyrazolo[3,4-b]pyridin-3-one C(C)N1NC(C=2C1=NC(=CC2)NC2=NC=C(C(=C2)N[C@H](CO)C2=CC=CC=C2)C2=NC1(CO2)CCOCC1)=O